CC1=C(N=CS1)C(=O)O 5-methyl-1,3-thiazole-4-carboxylic acid